FC[C@@H]1COC2=C(C=3N1N=NN3)C=CC=C2N (S)-5-(fluoromethyl)-5,6-dihydrobenzo[f]tetrazolo[1,5-d][1,4]oxazepin-8-amine